C(C)N1N=C(C(=C1)C1=C(C=CC=C1F)C1C2=C(CN(C1)C(\C=C\CNCC)=O)SC(=C2)C#N)C(F)(F)F (E)-4-(2-(1-Ethyl-3-(trifluoromethyl)-1H-pyrazol-4-yl)-3-fluorophenyl)-6-(4-(ethylamino)but-2-enoyl)-4,5,6,7-tetrahydrothieno[2,3-c]pyridine-2-carbonitrile